NC=1C=CC(=C2CN(C(C12)=O)C(=O)OC(C)(C)C)C1=CN=C2N1C=CC(=C2)F tert-butyl 7-amino-4-(7-fluoroimidazo[1,2-a]pyridin-3-yl)-1-oxoisoindoline-2-carboxylate